bis(3,5-dimethyl-4-cyanophenyl)methane CC=1C=C(C=C(C1C#N)C)CC1=CC(=C(C(=C1)C)C#N)C